C(CCCCC)C1C(C1)CCOCC1=CC=CC=C1 ((2-(2-hexylcyclopropyl)ethoxy)methyl)benzene